C1=NC=C(C2=CC=CC=C12)N1C(N(C[C@H]1C#N)C1=CC(=NC=C1C)C(F)(F)F)=O (S)-3-(isoquinolin-4-yl)-1-(5-methyl-2-(trifluoromethyl)pyridin-4-yl)-2-oxoimidazolidine-4-carbonitrile